ClC=1C=C(C=CC1F)NC=1N=C(N=NC1C1=CC=CC=C1)N N*5*-(3-chloro-4-fluorophenyl)-6-phenyl-[1,2,4]triazine-3,5-diamine